FP(F)F trifluoro-phosphorus